C(C)(=O)N[C@@H]1[C@H](C[C@@](C(O)=O)(O)O[C@H]1[C@H](O)[C@H](O)CO)O N-acetyl-α-neuraminic acid